3-(((2-Methylfuran-3-yl)thio)methyl)benzofuran CC=1OC=CC1SCC1=COC2=C1C=CC=C2